ClC1=CC(=C(C=C1)/C(=C(/C=1C=C2C=NNC2=CC1)\C1=CC=C(OCCCOCC(=O)N2CCN(CC2)C(=O)C=2C=C(CC3=NNC(C4=CC=CC=C34)=O)C=CC2F)C=C1)/CC)F (E)-4-(3-(4-(2-(3-(4-(2-(4-chloro-2-fluorophenyl)-1-(1H-indazol-5-yl)but-1-enyl)phenoxy)propoxy)acetyl)piperazine-1-carbonyl)-4-fluorobenzyl)phthalazin-1(2H)-one